C(CC)SC=1NC(C2=C(N1)NC(CC2C2=C(C=C(C=C2)OC)O)=O)=O 2-propylmercapto-5-(2-hydroxy-4-methoxyphenyl)-5,6-dihydropyrido[2,3-d]pyrimidine-4,7(3H,8H)-dione